4-oxo-2-(tritylamino)-4,7-dihydro-3H-pyrrolo[2,3-d]pyrimidine-5-carbaldehyde O-phenethyl oxime C(CC1=CC=CC=C1)ON=CC1=CNC=2N=C(NC(C21)=O)NC(C2=CC=CC=C2)(C2=CC=CC=C2)C2=CC=CC=C2